BrC1=C(C(=CC(=C1)C)[N+](=O)[O-])N(C(OC(C)(C)C)=O)CC(CC)=O tert-butyl (2-bromo-4-methyl-6-nitrophenyl)(2-oxobutyl)carbamate